OCCOC(C(=C)C)=O.C(=CC1=CC=CC=C1)S(=O)(=O)[O-].[Na+] sodium styrenesulfonate hydroxyethyl-methacrylate